ClC1=C(C=CC(=N1)C#N)C=1C=NN(C1)CC(C)=O 6-chloro-5-(1-(2-oxopropyl)-1H-pyrazol-4-yl)picolinonitrile